N1(N=CC=C1)C(C)C1CCN(CC1)C(=O)OC(C)(C)C tert-Butyl 4-[1-(1H-pyrazol-1-yl)ethyl]piperidine-1-carboxylate